5-(3-(4-((1-methylpiperidin-4-yl)amino)benzoylamino)-1H-pyrazol-3-yl)thiophene-2-carboxamide CN1CCC(CC1)NC1=CC=C(C(=O)NC2(NNC=C2)C2=CC=C(S2)C(=O)N)C=C1